tert-butyl ((1r,3r)-3-(piperazin-1-yl)cyclobutyl)carbamate N1(CCNCC1)C1CC(C1)NC(OC(C)(C)C)=O